N-(4,5-dimethoxy-2-((4-(2-(methylamino)ethyl)phenyl)carbamoyl)phenyl)-4-oxo-4H-chromen-2-carboxamide trifluoroacetate salt FC(C(=O)O)(F)F.COC1=CC(=C(C=C1OC)NC(=O)C=1OC2=CC=CC=C2C(C1)=O)C(NC1=CC=C(C=C1)CCNC)=O